tetraglycidyl-1,3-bis(aminomethyl)cyclohexane C(C1CO1)C1(CC(C(CC1CN)CN)(CC1CO1)CC1CO1)CC1CO1